ClC1=C(C(=O)N[C@@H](C)C2=NC(=NO2)C2=CC(=NC=C2)C2CC2)C=CC=C1 2-chloro-N-[(1S)-1-[3-(2-cyclopropyl-4-pyridyl)-1,2,4-oxadiazol-5-yl]ethyl]benzamide